isopropyl 2-(2-((7-(5-methyl-1,2,4-oxadiazol-3-yl) isoquinolin-1-yl) amino) ethyl)-1,2,3,4-tetrahydroisoquinoline-7-carboxylate CC1=NC(=NO1)C1=CC=C2C=CN=C(C2=C1)NCCN1CC2=CC(=CC=C2CC1)C(=O)OC(C)C